3-(6,7-dihydropyrazolo[1,5-a]pyrimidin-4(5H)-yl)-6-(7-methyl-[1,2,4]triazolo[4,3-b]pyridazin-6-yl)-5,6,7,8-tetrahydro-1,6-naphthyridine N1=CC=C2N1CCCN2C=2C=NC=1CCN(CC1C2)C=2C(=CC=1N(N2)C=NN1)C